COC1=C(C(=CC(=C1)C(C)(CCCCCC)C)OC)[C@H]1C=C(CC1(C)C)CO (S)-(3-(2,6-dimethoxy-4-(2-methyloctan-2-yl)phenyl)-4,4-dimethylcyclopent-1-en-1-yl)methanol